BrC=1N(C2=NC(=NC(=C2N1)N)F)CC1=CC(=CC(=C1)OC)CBr 8-bromo-9-(3-(bromomethyl)-5-methoxybenzyl)-2-fluoro-9H-purine-6-amine